2,4,6-triaminophenylbenzene NC1=C(C(=CC(=C1)N)N)C1=CC=CC=C1